BIS(1,3,5-TRIAZA-7-PHOSPHAADAMANTANE) SILVER FLUORIDE [Ag]F.N12CN3CN(CP(C1)C3)C2.N23CN1CN(CP(C2)C1)C3